N-(5-(((2S,4R)-4-((1-(difluoromethyl)-1H-pyrazolo[4,3-b]pyridin-5-yl)oxy)-2-methylpyrrolidin-1-yl)methyl)-4-fluorothiazol-2-yl)acetamide FC(N1N=CC2=NC(=CC=C21)O[C@@H]2C[C@@H](N(C2)CC2=C(N=C(S2)NC(C)=O)F)C)F